8-{[(1r,3r)-3-(carboxymethyl)cyclobutyl](4-ethyl-1,4-diazepane-1-carbonyl)amino}octanoic acid C(=O)(O)CC1CC(C1)N(CCCCCCCC(=O)O)C(=O)N1CCN(CCC1)CC